CC1=NN(C(=C1C(=O)NC2=CC=CC=C2C(C)CC(C)C)F)C The molecule is an aromatic amide obtained by formal condensation of the carboxy group of 5-fluoro-1,3-dimethylpyrazole-4-carboxylic acid with the amino group of 2-(4-methylpentan-2-yl)aniline. It is an aromatic amide, an organofluorine compound and a member of pyrazoles.